Cl.C(C)(=O)[O-].[Co+2].C(CCCC)=N.C(C)(=O)[O-] pentaanimine cobalt acetate hydrochloride